FC=1C=C2C(=NNC2=CC1OCCOC)C1=NOC(=C1)C1=CC=C(C=C1)C(=O)N1[C@H](CC1)C(C)(C)O (4-{3-[5-Fluoro-6-(2-methoxyethoxy)-1H-indazol-3-yl]-isoxazol-5-yl}-phenyl)-[(R)-2-(1-hydroxy-1-methylethyl)-azetidin-1-yl]-methanon